propylamine phosphonate P(O)(O)=O.C(CC)N